COC(CCC1OCCC1)=O 3-(tetrahydrofuran-2-yl)-propanoic acid methyl ester